(1S,2R,3S,4R,5S)-4-(6-((2-(3-bromophenyl)cyclopropyl)amino)-2-(phenylethynyl)-9H-purin-9-yl)-2,3-dihydroxy-N-methylbicyclo[3.1.0]hexane-1-carboxamide BrC=1C=C(C=CC1)C1C(C1)NC1=C2N=CN(C2=NC(=N1)C#CC1=CC=CC=C1)[C@H]1[C@@H]([C@@H]([C@@]2(C[C@H]12)C(=O)NC)O)O